N[C@H](C(C)C)CO D-valinol